FC=1C=2N(C=C(C1)C1=CNC=3N=C(N=C(C31)OC)NC3CC(C3)(C)N3C(CCC3)=O)C=CN2 1-((1r,3r)-3-((5-(8-fluoroimidazo[1,2-a]pyridin-6-yl)-4-methoxy-7H-pyrrolo[2,3-d]pyrimidin-2-yl)amino)-1-methylcyclobutyl)pyrrolidin-2-one